F[C@H]1[C@@H](C1)N1C(C(=CC=C1)NC(=O)C1=CC2=CN(N=C2C=C1OC(C)C)C12COC(C1)(C2)C)=O N-(1-((1R,2R)-2-fluorocyclopropyl)-2-oxo-1,2-dihydropyridin-3-yl)-6-isopropoxy-2-(1-methyl-2-oxabicyclo[2.1.1]hexan-4-yl)-2H-indazole-5-carboxamide